6-carbazol-9-yl-1,2,3,4,7,8-hexadeuterio-9-[4-(4,6-diphenyl-1,3,5-triazin-2-yl)-2-phenyl-phenyl]carbazole C1=CC=CC=2C3=CC=CC=C3N(C12)C=1C=C2C=3C(=C(C(=C(C3N(C2=C(C1[2H])[2H])C1=C(C=C(C=C1)C1=NC(=NC(=N1)C1=CC=CC=C1)C1=CC=CC=C1)C1=CC=CC=C1)[2H])[2H])[2H])[2H]